methanimine C=N